N-(3-ethoxypropyl)-3-morpholinopropan-1-amine C(C)OCCCNCCCN1CCOCC1